COC1=C(C=C(C(=C1)C)OC)CCN 2-(2,5-dimethoxy-4-methylphenyl)ethylamine